C(\C=C\C1=CC=C(C=C1)O)(=O)N[C@@H](CC1=CC=CC=C1)C(=O)O N-p-coumaroyl-phenylalanine